C1CC(=O)NC2=C1C=C(C=C2)O 6-hydroxy-3,4-dihydroquinolinone